FP1OCCO1 2-fluoro-1,3,2-dioxaphospholane